7-cyclopentyl-5-fluoro-2-(((3S,4R)-3-hydroxytetrahydro-2H-pyran-4-yl)amino)pyrrolo[2,1-f][1,2,4]triazine-6-carbonitrile C1(CCCC1)C1=C(C(=C2C=NC(=NN21)N[C@H]2[C@@H](COCC2)O)F)C#N